C(C)C1OC2=CC(=CC=C2C(C1)=O)O[C@H](C1=CC=NC=C1)C1=C(C(=O)N)C=CC=C1 ((R)-((2-ethyl-4-oxochroman-7-yl)oxy)(pyridin-4-yl)methyl)benzamide